(2-(((3-(diethylamino) propoxy) carbonyl) oxy) tetradecyloxy) propane-1,3-diylbis(ethyl octadeca-9,12-dienoate) C(CCC(C(=O)[O-])(CCCCCCC=CCC=CCCCCC)CC)C(C(=O)OOCC(CCCCCCCCCCCC)OC(=O)OCCCN(CC)CC)(CCCCCCC=CCC=CCCCCC)CC